2-tert-butyl-3-(trifluoromethyl)-2H-pyrazolo[3,4-b]pyridin C(C)(C)(C)N1N=C2N=CC=CC2=C1C(F)(F)F